FC1(CCC(CC1)C1=NC=CC(=C1NC(=O)C=1N=NN(C1)CC(F)(F)F)C1=C(C=CC(=C1)F)F)F N-(2-(4,4-difluorocyclohexyl)-4-(2,5-difluorophenyl)pyridin-3-yl)-1-(2,2,2-trifluoroethyl)-1H-1,2,3-triazole-4-carboxamide